NC1=CC=C(C=N1)N1N=C(C(=C1)C1=CN=C(N1C)C(=O)NC1=CC(=C(C=C1)C(=O)N1CCN(CC1)C(C1CCNCC1)=O)Cl)C(F)(F)F 5-[1-(6-Amino-3-Pyridyl)-3-(Trifluoromethyl)Pyrazol-4-yl]-N-[3-Chloro-4-(4-Isonipecotoylpiperazine-1-Carbonyl)Phenyl]-1-Methyl-Imidazole-2-Carboxamide